(S)-(2,7-dimethyl-3-(3,4,5-trifluorophenyl)-2,4,5,7-tetrahydro-6H-pyrazolo[3,4-c]pyridin-6-yl)(1H-indol-7-yl)methanone CN1N=C2[C@@H](N(CCC2=C1C1=CC(=C(C(=C1)F)F)F)C(=O)C=1C=CC=C2C=CNC12)C